tert-butyl 4-((2-((5-(2,3-dihydrobenzo[b][1,4]dioxine-6-carboxamido)-2-fluorophenyl) carbamoyl) benzo[b]thiophen-6-yl) methyl)-1,4-diazacycloheptane-1-carboxylate O1C2=C(OCC1)C=C(C=C2)C(=O)NC=2C=CC(=C(C2)NC(=O)C2=CC1=C(S2)C=C(C=C1)CN1CCN(CCC1)C(=O)OC(C)(C)C)F